2,4-dimethylbenzo[d][1,3]dioxan-5-carboxylic acid CC1OC(C2=C(O1)C=CC=C2C(=O)O)C